C1(CC1)N1C(C2=CC(=CC=C2C1)OC=1C(=CC=C2C(C=COC12)=O)[N+](=O)[O-])=O 2-Cyclopropyl-6-((7-nitro-4-oxo-4H-chromen-8-yl)oxy)isoindolin-1-one